N-(2-amino-6-methyl-phenyl)-6-chloro-4-methyl-pyridine-3-sulfonamide NC1=C(C(=CC=C1)C)NS(=O)(=O)C=1C=NC(=CC1C)Cl